N-(4-((6-amino-5-fluoropyrimidin-4-yl)oxy)-2,3-difluorophenyl)-1-(4-fluorophenyl)-2-oxo-1,2-dihydropyridine-3-carboxamide NC1=C(C(=NC=N1)OC1=C(C(=C(C=C1)NC(=O)C=1C(N(C=CC1)C1=CC=C(C=C1)F)=O)F)F)F